FC(C1=NC(=NO1)C=1C=C(C=CC1)C(C(=O)O)C(=O)O)(F)F 2-(3-(5-(trifluoromethyl)-1,2,4-oxadiazol-3-yl)phenyl)malonic acid